2-methyl-N-(2-methyl-1,2,4-triazol-3-yl)cinnolin-2-ium-4-carboxamide Iodide [I-].C[N+]1=NC2=CC=CC=C2C(=C1)C(=O)NC=1N(N=CN1)C